BrC1=C2[C@H](COC3(CCOCC3)C2=CC=C1)C (R)-5-bromo-4-methyl-2',3',5',6'-tetrahydrospiro[isochromane-1,4'-pyran]